F[Sb-](F)(F)(F)(F)F.C(CCC)N1CN(C=C1)C 1-butyl-3-methylimidazole hexafluoroantimonate salt